C(C)N1N=C(N=C1)NC(=O)C1=CC=2N(C=C1Cl)N=C(C2CC)C(O)(C2=C(C=CC=C2)F)C2=C(C=CC=C2)F 2-[Bis-(2-fluoro-phenyl)-hydroxymethyl]-6-chloro-3-ethyl-pyrazolo[1,5-a]pyridine-5-carboxylic acid (1-ethyl-1H-[1,2,4]triazol-3-yl)-amide